NC1=C2C(=NC=N1)N(N=C2C2=CC(=C(C=C2)NC(OC2=CC=CC=C2)=O)F)CCO phenyl (4-(4-amino-1-(2-hydroxyethyl)-1H-pyrazolo[3,4-d]pyrimidin-3-yl)-2-fluorophenyl)carbamate